ClC(C=1C=C(C=NC1)N)(Cl)Cl 5-(trichloromethyl)pyridin-3-amine